2-(3-bromo-4-fluorobenzyl)-3-oxopyrrolidine-1-carboxylic acid tert-butyl ester C(C)(C)(C)OC(=O)N1C(C(CC1)=O)CC1=CC(=C(C=C1)F)Br